2-(((2S,5S)-1-benzyl-5-(hydroxymethyl)pyrrolidin-2-yl)methoxy)-2,2-difluoroacetic acid C(C1=CC=CC=C1)N1[C@@H](CC[C@H]1CO)COC(C(=O)O)(F)F